(S)-N-(4-(5-(difluoromethyl)-1,3,4-oxadiazol-2-yl)benzyl)-3-(2-methylpyrrolidin-1-yl)-N-phenylpropane-1-sulfonamide FC(C1=NN=C(O1)C1=CC=C(CN(S(=O)(=O)CCCN2[C@H](CCC2)C)C2=CC=CC=C2)C=C1)F